2-amino-5-(4-(morpholinomethyl)phenyl)nicotinic acid NC1=C(C(=O)O)C=C(C=N1)C1=CC=C(C=C1)CN1CCOCC1